COC1=CC=C(CN2N=C(C=C(C2=O)C(F)(F)F)C2CN(CCC2)CCC(=O)OC(C)(C)C)C=C1 tert-butyl 3-(3-(1-(4-methoxybenzyl)-6-oxo-5-(trifluoromethyl)-1,6-dihydropyridazin-3-yl)piperidin-1-yl)propanoate